C(C)(C)(C)OC(=O)N[C@@H](C(C)C)C(=O)OCN1N=C(N=C1C=1N=C2N(C=CC=N2)C1C=1N=CN(C1)COC([C@@H](NC(=O)OC(C)(C)C)C(C)C)=O)C(F)(F)F (5-(3-(1-((((tert-butoxycarbonyl)-L-valyl)oxy)methyl)-1H-imidazol-4-yl)imidazo[1,2-a]pyrimidin-2-yl)-3-(trifluoromethyl)-1H-1,2,4-triazol-1-yl)methyl (tert-butoxycarbonyl)-L-valinate